rel-(R)-N-(6-((2-Fluorophenyl)amino)-1H-indazol-3-yl)-4-((1-methylpiperidin-3-yl)oxy)benzamid FC1=C(C=CC=C1)NC1=CC=C2C(=NNC2=C1)NC(C1=CC=C(C=C1)O[C@H]1CN(CCC1)C)=O |o1:26|